CC1(C2=CC=CC=C2C=2C=CC(=CC12)C=1C=C(C=CC1)C=1C=C(C=CC1)C1=CC(=CC=C1)C1=NC(=NC(=C1)C1=CC=CC=C1)C1=CC=CC=C1)C 4-(3''-(9,9-dimethyl-9H-fluoren-2-yl)-[1,1':3',1''-terphenyl]-3-yl)-2,6-diphenylpyrimidine